C(C)N1/C(/SC2=C1C=CC(=C2)OC)=C/C(C)=O (1Z)-1-(3-ethyl-6-methoxy-2(3H)-benzothiazolylidene)propan-2-one